CC=1C=C2C(=CNC2=CC1)C([2H])([2H])C1=CNC2=CC=C(C=C12)C bis(5-methyl-1H-indol-3-yl)methane-d2